2,2'-azobis[N-(2-carboxyethyl)-2-methylpropanamide] N(=NC(C(=O)NCCC(=O)O)(C)C)C(C(=O)NCCC(=O)O)(C)C